OC1=C(C=O)C(=CC=C1)OC[C@H]1N(CCOC1)C(C1=C(N=CC=C1)CCO)=O (S)-2-HYDROXY-6-((4-(2-(2-HYDROXYETHYL)NICOTINOYL)MORPHOLIN-3-YL)METHOXY)BENZALDEHYD